methyl 2-(2,4-dioxo-5-((Z)-4-(((1r,4r)-4-(3-(4-(trifluoromethoxy)phenyl)ureido)cyclohexyl)oxy)benzylidene)thiazolidin-3-yl)acetate O=C1S\C(\C(N1CC(=O)OC)=O)=C/C1=CC=C(C=C1)OC1CCC(CC1)NC(=O)NC1=CC=C(C=C1)OC(F)(F)F